racemic-perfluorophenyl 1-(4-bromo-5-fluoro-2-methoxyphenyl)-2-oxo-1,2-dihydroquinoline-6-sulfonate BrC1=CC(=C(C=C1F)N1C(C=CC2=CC(=CC=C12)S(=O)(=O)OC1=C(C(=C(C(=C1F)F)F)F)F)=O)OC